CC1=NN=C2N1C1=CC(=CC=C1C(=N2)NC2=CC=CC1=CC=CC=C21)[N+](=O)[O-] methyl-N-(naphthalen-1-yl)-8-nitro-[1,2,4]triazolo[4,3-a]quinazolin-5-amine